[Si](C)(C)(C(C)(C)C)OC1C[C@H](N(C1)C(=O)OC(C)(C)C)C(=O)OC 1-(tert-butyl) 2-methyl (2S)-4-((tert-butyldimethylsilyl)oxy)pyrrolidine-1,2-dicarboxylate